N=1C=CN2C1C=CC(=C2)C2=CNC1=NC=C(C=C12)C=1C=NN2C1CN(CC2)C 3-(3-(imidazo[1,2-a]pyridin-6-yl)-1H-pyrrolo[2,3-b]pyridin-5-yl)-5-methyl-4,5,6,7-tetrahydropyrazolo[1,5-a]pyrazine